FC(C=1C=CC=2C(C3C(C2C1)C3[Si](C)(C)C)=O)(F)F 3-(trifluoromethyl)-1-(trimethylsilyl)-1a,6a-dihydrocyclopropa[a]inden-6(1H)-one